platinum-gold-cobalt [Co].[Au].[Pt]